N-methyl-3-(tri-tert-butoxystannyl)propan-1-amine CNCCC[Sn](OC(C)(C)C)(OC(C)(C)C)OC(C)(C)C